ClC=1C=C2C(=CC1Cl)NC([C@]21CN(CC1)C(=O)[C@@H]1CNCCO1)=O (S)-5,6-dichloro-1'-((S)-morpholine-2-carbonyl)spiro[indoline-3,3'-pyrrolidin]-2-one